Br.Br.CC(CNCC(C)(C)N1C=NC(=C1)NC(CCCC)=O)(C)C N-[1-[2-[(2,2-dimethylpropyl)amino]-1,1-dimethylethyl]-1H-imidazol-4-yl]pentanamide dihydrobromide